FC(C=1C=C(\C=C/2\C(C=3C=CC(=CC3CC2)OCC2=CC=C(C(=O)OC)C=C2)=O)C=C(C1)C(F)(F)F)(F)F methyl (E)-4-(((6-(3,5-bis(trifluoro-methyl)benzylidene)-5-oxo-5,6,7,8-tetrahydronaphthalen-2-yl)oxy)methyl)benzoate